BrC1=CC=C2C(=N1)CCN2N=O 5-bromo-1-nitroso-2,3-dihydro-1H-pyrrolo[3,2-b]pyridine